1-(3'-(3-(1-(4-(tert-butyl)benzyl)-4-ethyl-5-oxo-4,5-dihydro-1H-1,2,4-triazol-3-yl)propyl)-4-ethoxy-[1,1'-biphenyl]-3-yl)cyclopropanecarboxylic acid C(C)(C)(C)C1=CC=C(CN2N=C(N(C2=O)CC)CCCC=2C=C(C=CC2)C2=CC(=C(C=C2)OCC)C2(CC2)C(=O)O)C=C1